N(N=C1SC2=C(N1CC)C=CC=C2)=C2SC1=C(N2CC)C=CC=C1 2,2'-azino-di[3-ethylbenzthiazoline]